acetamido(ethoxy)phenyl-(diazepin) C(C)(=O)NC=1C(=C(C=CC1)C1=NNC=CC=C1)OCC